FC1=CC=C(OCC2N(C3CC(C2C)C3)C(=O)C=3N=C(SC3C3=NC=CC=C3)C)C=C1 trans-3-[(4-fluorophenoxy)methyl]-4-methyl-2-[2-methyl-5-(pyridin-2-yl)-1,3-thiazole-4-carbonyl]-2-azabicyclo[3.1.1]heptane